tert-butyl 3-oxo-3,4,5,7-tetrahydroisoxazolo[5,4-C]pyridine-6(2H)-carboxylate O=C1NOC=2CN(CCC21)C(=O)OC(C)(C)C